OCCCN1CCN(CC1)CC(C=O)(C)C N'-3-hydroxypropyl-N-piperazinyl-2,2-dimethylpropionaldehyde